(3-(bromomethyl)-5-(trichloromethyl)-1H-pyrazol-1-yl)-3-chloropyridine BrCC1=NN(C(=C1)C(Cl)(Cl)Cl)C1=NC=CC=C1Cl